BrC1=C(C(=O)OC)C=CC(=C1)C(NC1CCN(CC1)C(C[C@H]1C=2N(C3=C(C(=N1)C1=CC=C(C=C1)Cl)C(=C(S3)C)C)C(=NN2)C)=O)=O methyl (S)-2-bromo-4-((1-(2-(4-(4-chlorophenyl)-2,3,9-trimethyl-6H-thieno[3,2-f][1,2,4]triazolo[4,3-a][1,4]diazepin-6-yl)acetyl)piperidin-4-yl)carbamoyl)benzoate